O1CCN(CC1)CCCOC=1C=C(C=CC1)C=1N=C(C2=C(N1)C=CS2)NC2=CC=C(C(=O)N)C=C2 4-((2-(3-(3-Morpholinopropoxy)phenyl)thieno[3,2-d]pyrimidin-4-yl)amino)benzamide